N-(2-furylmethyl)-7-methyl-2-(trifluoromethyl)thieno[3,2-d]Pyrimidin-4-amine O1C(=CC=C1)CNC=1C2=C(N=C(N1)C(F)(F)F)C(=CS2)C